1-(2,6-difluorobenzyl)-4-(2-((1,1-difluoropropan-2-yl)amino)ethyl)-3-(trifluoromethyl)-1H-pyrazole-5-carboxylic acid methyl ester COC(=O)C1=C(C(=NN1CC1=C(C=CC=C1F)F)C(F)(F)F)CCNC(C(F)F)C